tert-butyl 1-((tert-butoxycarbonyl) amino)-3-oxo-8-azaspiro[4.5]decane-8-carboxylate C(C)(C)(C)OC(=O)NC1CC(CC12CCN(CC2)C(=O)OC(C)(C)C)=O